C1(=CC=CC=C1)C=1N=C(SC1)N1C(=NC2=CC=CC=C2C1=O)C(F)(F)F 3-(4-Phenylthiazol-2-yl)-2-(trifluoromethyl)quinazolin-4(3H)-one